C(C(C)C)C1=C(CC(C(C1)C(=O)O)C(=O)O)CC(C)C di-isobutyl-4-cyclohexene-1,2-dicarboxylic acid